(1S,3S)-N1-(5-(difluoromethoxy)pyrimidin-2-yl)-N3-(5-(imidazo[1,2-a]pyridin-8-yl)pyridin-2-yl)cyclopentane-1,3-diamine FC(OC=1C=NC(=NC1)N[C@@H]1C[C@H](CC1)NC1=NC=C(C=C1)C=1C=2N(C=CC1)C=CN2)F